5-((1-(5-aminopentyl)-5-((4-methylpiperazin-1-yl)methyl)-1H-benzo[d]imidazol-2-yl)carbamoyl)-2-fluorobenzoic acid NCCCCCN1C(=NC2=C1C=CC(=C2)CN2CCN(CC2)C)NC(=O)C=2C=CC(=C(C(=O)O)C2)F